FC1CN(CCC1)C(=O)OC(C)(C)C tert-butyl (3-fluoropiperidine-1-carboxylate)